NC=1N=COC1 4-aminooxazole